N-[7-methoxy-4-(1-methyl-1H-pyrazol-4-yl)-1H-1,3-benzodiazol-2-yl]-2,3-dihydro-1-benzofuran-5-carboxamide COC1=CC=C(C2=C1NC(=N2)NC(=O)C=2C=CC1=C(CCO1)C2)C=2C=NN(C2)C